4-(2-chloro-4-fluorobenzoyl)-2-methyl-piperazine-1-carboxylic acid tert-butyl ester C(C)(C)(C)OC(=O)N1C(CN(CC1)C(C1=C(C=C(C=C1)F)Cl)=O)C